C(C)C1=C(NC2=CC=C(C=C12)C1CCNCC1)C1=C2C=NNC2=CC=C1 4-(3-ethyl-5-(piperidin-4-yl)-1H-indol-2-yl)-1H-indazole